FC(F)(F)C=1C(=NC=CC1)NC1=CC=CC=C1 trifluoromethyl(anilino)pyridine